N,N-dicyanoethylcyclohexylamine C(#N)N(C#N)C1(CCCCC1)CC